FC1=C2CCO[C@H](C2=CC=C1)[C@@H]1NCCC1 (R)-2-((R)-5-fluoroisochroman-1-yl)pyrrolidine